Cl.CC1=CC=C(C=C1)S(=O)(=O)N\N=C\1/C=C(NC=2N1N=CN2)C(=O)OCC (7E)-ethyl 7-(p-toluenesulfonylhydrazono)-4H-[1,2,4]triazolo[1,5-a]pyrimidine-5-carboxylate hydrochloride